C(C)(C)C1=C(C=CC=C1)C(CC1=NC=CC=C1C)C 2-(2-(2-Isopropylphenyl)propyl)-3-methylpyridine